C(C(C)C)CC(=O)O.C(C)(=O)OCC(C)C isobutyl acetate (Isobutyl acetate)